ClC1=CC2=C(S1)C1(CC(N(CC1)CC=1C=NN(C1)CCS(=O)(=O)C)C)OCC2 2-chloro-2'-methyl-1'-[[1-(2-methylsulfonylethyl)pyrazol-4-yl]methyl]spiro[4,5-dihydrothieno[2,3-c]pyran-7,4'-piperidine]